FC(C=1C=CC(=NC1)OC[C@H](C)NC1=NC(=NC(=C1Cl)C)C)(F)F (S)-N-(1-((5-trifluoromethylpyridin-2-yl)oxy)propan-2-yl)-5-chloro-2,6-dimethylpyrimidin-4-amine